6-Amino-3-(4'-chloro-3-(cyanomethyl)-1',2'-dihydrospiro[cyclopentane-1,3'-pyrrolo[2,3-b]pyridin]-5'-yl)-2-fluoro-N,N-dimethylbenzamide NC1=CC=C(C(=C1C(=O)N(C)C)F)C=1C(=C2C(=NC1)NCC21CC(CC1)CC#N)Cl